1-(2-chloro-5-iodo-4-pyridyl)piperidin-3-carboxamide ClC1=NC=C(C(=C1)N1CC(CCC1)C(=O)N)I